Ethyl-5-([2-(2-{[3-chloro-4'-(trifluoromethyl)biphenyl-4-yl]methoxy}phenyl)ethyl]{2-[4-(methoxycarbonyl)-phenyl]ethyl}amino)-5,6,7,8-tetrahydro-chinolin-2-carboxylat C(C)OC(=O)C1=NC=2CCCC(C2C=C1)N(CCC1=CC=C(C=C1)C(=O)OC)CCC1=C(C=CC=C1)OCC1=C(C=C(C=C1)C1=CC=C(C=C1)C(F)(F)F)Cl